ClC1=C(C=C(OCC(=O)N[C@H]2CC[C@@H](NC2)C(=O)NC2=NN(C=C2)C2C(C2)(F)F)C=C1)F (2R,5S)-5-[2-(4-chloro-3-fluoro-phenoxy)acetamido]-N-[1-(2,2-difluoro-cyclopropyl)-1H-pyrazol-3-yl]piperidine-2-carboxamide